(1S,2S)-2,6-dimethylindan-1-ol C[C@@H]1[C@@H](C2=CC(=CC=C2C1)C)O